4,4'-(propane-2,2-diyl)bis(methoxybenzene) CC(C)(C1=CC=C(C=C1)OC)C2=CC=C(C=C2)OC